NC1=C(C=CC=C1)C1=C(C=C2N(C1=O)C1=C(N2CC(=O)NC2=CC=C(C=C2)C(F)(F)F)C=CC=C1)CC 2-(2-(2-aminophenyl)-3-ethyl-1-oxobenzo[4,5]imidazo[1,2-a]pyridin-5(1H)-yl)-N-(4-(trifluoromethyl)phenyl)acetamide